Hydroxyheptacosanoic acid OC(C(=O)O)CCCCCCCCCCCCCCCCCCCCCCCCC